C(C)N(CC[C@H](CSC1=CC=CC=C1)NC1=C(C=C(C=C1)S(=O)(=O)N)[N+](=O)[O-])CCO (R)-4-((4-(ethyl(2-hydroxyethyl)amino)-1-(phenylthio)butan-2-yl)amino)-3-nitrobenzenesulfonamide